C1=CC(=CN=C1)C2=CC=C(C=C2)C3=CC(=CC(=C3)C4=CC=C(C=C4)C5=CN=CC=C5)C6=CC=C(C=C6)C7=CN=CC=C7 1,3,5-tris(3-pyridyl-3-phenyl)benzene